2-(pyrrolidin-3-yl)acetamide TFA salt OC(=O)C(F)(F)F.N1CC(CC1)CC(=O)N